ClC=1C=C(CN2CCN(CC2)CC2=C(C#N)C=CC=C2)C=CC1Cl ((4-(3,4-dichlorobenzyl)piperazin-1-yl)methyl)benzonitrile